(S)-5-Bromo-2,3-dihydro-1H-inden-1-amine hydrochloride Cl.BrC=1C=C2CC[C@@H](C2=CC1)N